CN(C(CC1=CC=C(C=C1)NC(OCC1=CC=C(C=C1)Cl)=O)=O)C=1C=NC(=CC1)C 4-chlorobenzyl (4-(2-(methyl(6-methylpyridin-3-yl)amino)-2-oxoethyl)phenyl)carbamate